C(C)OC(CCCCCC=CC=C)OCC 1,1-diethoxy-7,9-decadiene